C1(CC1)CNC1=CN=C2N1N=CC=C2C(=O)O 3-((cyclopropylmethyl)amino)imidazo[1,2-b]pyridazine-8-carboxylic acid